N[C@H]1[C@@H](CCCCC1)O (1R,2R)-2-aminocycloheptanol